O(C1=CC=CC=C1)CCO 2-phenoxyethyl alcohol